2-(2-Aminoethoxy)ethoxyl-N,N-dibenzyl-2-fluoro-butan-1-amine NCCOCCOC(C(CC)F)N(CC1=CC=CC=C1)CC1=CC=CC=C1